4-(((4-chloro-1-(piperidin-4-yl)-1H-pyrazol-3-yl)oxy)methyl)-3-fluorobenzonitrile ClC=1C(=NN(C1)C1CCNCC1)OCC1=C(C=C(C#N)C=C1)F